4'-fluoro-biphenyl FC1=CC=C(C=C1)C1=CC=CC=C1